CC1=NC=NC(=C1O)C 4,6-dimethylpyrimidin-5-ol